C1(CC1)N(C(OC(C)(C)C)=O)C1CCN(CC1)C=1C2=CN(N=C2C(=CC1)C(NC=1C=C(C=2N(C1)C=C(N2)C)CNS(=O)(=O)C)=O)C tert-butyl N-cyclopropyl-N-[1-[7-[[8-(methanesulfonamidomethyl)-2-methyl-imidazo[1,2-a]pyridin-6-yl]carbamoyl]-2-methyl-indazol-4-yl]-4-piperidyl]carbamate